3,4,6-tri-O-acetyl-2-azido-2-deoxy-α-D-galactopyranosyl-L-serine benzyl ester C(C1=CC=CC=C1)OC([C@@H](N[C@@H]1[C@@H]([C@@H](O)[C@@H](OC(C)=O)[C@H](O1)COC(C)=O)N=[N+]=[N-])COC(C)=O)=O